2-(1-((3-(5-Ethyl-4-oxo-7-propyl-4,5-dihydro-3H-pyrrolo[3,2-d]pyrimidin-2-yl)-4-propoxyphenyl)sulfonyl)piperidin-4-yl)-2-hydroxypropane C(C)N1C=C(C=2N=C(NC(C21)=O)C=2C=C(C=CC2OCCC)S(=O)(=O)N2CCC(CC2)C(C)(C)O)CCC